2,4,6-tris(pentafluoroethyl)s-triazine FC(C(F)(F)F)(C1=NC(=NC(=N1)C(C(F)(F)F)(F)F)C(C(F)(F)F)(F)F)F